4-(cyclohexen-1-yl)morpholine C1(=CCCCC1)N1CCOCC1